tert-butyl (2'S,4R)-7-bromo-2'-methyl-2-(trifluoromethyl)spiro[6,7-dihydrothieno[3,2-c]pyran-4,4'-piperidine]-1'-carboxylate BrC1C2=C(C=C(S2)C(F)(F)F)[C@@]2(C[C@@H](N(CC2)C(=O)OC(C)(C)C)C)OC1